O=C1NC(CCC1N1C(OC2=C1C=CC(=C2)C2CCN(CC2)C2CCN(CC2)CCC(=O)OC(C)(C)C)=O)=O tert-butyl 3-(4-(3-(2,6-dioxopiperidin-3-yl)-2-oxo-2,3-dihydrobenzo[d]oxazol-6-yl)-[1,4'-bipiperidin]-1'-yl)propanoate